(4Z,7Z,10Z,13Z,16Z,19Z)-Docosa-4,7,10,13,16,19-hexaenoic acid (S)-1-((S)-1-carboxy-ethoxycarbonyl)-ethyl ester C(=O)(O)[C@H](C)OC(=O)[C@H](C)OC(CC\C=C/C\C=C/C\C=C/C\C=C/C\C=C/C\C=C/CC)=O